Diamino-N-methyl-dipropyl-amine NC(CC)(N(C)CCC)N